(4-chloro-6-(3-fluorobenzylamino)-1,3,5-triazin-2-yl)diethanolamine ClC1=NC(=NC(=N1)NCC1=CC(=CC=C1)F)N(CCO)CCO